Chloromethylbenzyl ether ClCOCC1=CC=CC=C1